NC=1OC2=C(C=NC=C2[C@H]2C[C@@H](OCC2)C(=O)N2[C@H](C3=C(C=C(C=C3CC2)Cl)Cl)C)N1 |o1:9,11| ((2R*,4R*)-4-(2-aminooxazolo[4,5-c]pyridin-7-yl)tetrahydro-2H-pyran-2-yl)((S)-6,8-dichloro-1-methyl-3,4-dihydroisoquinolin-2(1H)-yl)methanone